FC(CCC(CC)N)F 6,6-difluorohexan-3-amine